NC=1C2=C(N=CN1)N(C1=C2N=C(C=C1)C)CC(=O)N1[C@@H]2C[C@@H]2C[C@H]1C(=O)NC1=NC(=CC=C1)Br (1R,3S,5R)-2-(2-(4-amino-6-methyl-9H-pyrido[2',3':4,5]pyrrolo[2,3-d]pyrimidin-9-yl)acetyl)-N-(6-bromopyridin-2-yl)-2-azabicyclo[3.1.0]hexane-3-carboxamide